tert-butyl (S)-4-(3-aminopropyl)-2,2-dimethylpyrrolidine-1-carboxylate NCCC[C@H]1CC(N(C1)C(=O)OC(C)(C)C)(C)C